methyl N-[4-methyl-5-({4-[(2S)-2-[(8-methylquinazolin-4-yl)amino]propyl]piperazin-1-yl}sulfonyl)-1,3-thiazol-2-yl]carbamate CC=1N=C(SC1S(=O)(=O)N1CCN(CC1)C[C@H](C)NC1=NC=NC2=C(C=CC=C12)C)NC(OC)=O